FC1=C(CN2C=NN(C2=O)C2=CC(=C(OC3=C(N=C(S3)C)CC#N)C=C2)F)C(=CC=C1)F 2-(5-(4-(4-(2,6-difluorobenzyl)-5-oxo-4,5-dihydro-1H-1,2,4-triazol-1-yl)-2-fluorophenoxy)-2-methylthiazol-4-yl)acetonitrile